3-fluoro-4-[1-(pyridin-4-yl)ethyl]benzene-1,2-diamine FC1=C(C(=CC=C1C(C)C1=CC=NC=C1)N)N